2-((4-(1-cyclopropyl-4-oxido-1,4-azaphosphinan-4-yl)-2-methoxyphenyl)amino)-4-(propylamino)-7H-pyrrolo[2,3-d]pyrimidine-5-carbonitrile C1(CC1)N1CCP(CC1)(=O)C1=CC(=C(C=C1)NC=1N=C(C2=C(N1)NC=C2C#N)NCCC)OC